ClC=1C(=C(C=CC1)[C@H]1C(O[C@]([C@H]1C)(C(F)(F)F)C)O)OC (3S,4S,5R)-3-(3-chloro-2-methoxyphenyl)-4,5-dimethyl-5-(trifluoromethyl)tetrahydrofuran-2-ol